C(C1=CC=CC=C1)N1N=C(C(N(C1=O)CC(C1=CC=CC=C1)=O)=O)C1=CC=CC=C1 2-benzyl-4-(2-oxo-2-phenylethyl)-6-phenyl-1,2,4-triazine-3,5(2H,4H)-dione